CO[Si](CC[Si](OC)(OC)OC)(OC)OC 1,2-bis(trimeth-oxysilyl)ethane